methyl-4,5-divinyl-spiro[1,3-dioxolane-2,6'-2,3,4,5,7,7a-hexahydroindole] CC1NC2CC3(CCC2C1)OC(C(O3)C=C)C=C